N-((4-cyclohexyl-3-(trifluoromethyl)benzyl)oxy)acetamide C1(CCCCC1)C1=C(C=C(CONC(C)=O)C=C1)C(F)(F)F